C(C1=CC=CC=C1)N1N=C(N=C1)C(=O)NC1C(N(C=2N(CC1)N=C(C2)C2CCOCC2)C)=O 1-benzyl-N-(4-methyl-5-oxo-2-(tetrahydro-2H-pyran-4-yl)-5,6,7,8-tetrahydro-4H-pyrazolo[1,5-a][1,3]diazepin-6-yl)-1H-1,2,4-triazole-3-carboxamide